tert-butyl 3-(4-(1-(3-((tert-butoxycarbonyl) amino) propyl)-1H-pyrazol-4-yl) phenoxy)-2-((1,3-dioxoisoindolin-2-yl) oxy)-2-methylpropionate C(C)(C)(C)OC(=O)NCCCN1N=CC(=C1)C1=CC=C(OCC(C(=O)OC(C)(C)C)(C)ON2C(C3=CC=CC=C3C2=O)=O)C=C1